[Cl-].C(C)(C)C1=C(C(=CC=C1)C(C)C)C=1NC=CN1 (2,6-diisopropylphenyl)imidazole chloride